(3S)-7-(9-acryloyl-3-oxa-7,9-diazabicyclo[3.3.1]nonan-7-yl)-10-(4-fluorophenyl)-3-(methoxymethyl)-9-(trifluoromethyl)-2,3-dihydro-5H-[1,4]thiazino[2,3,4-ij]quinazolin-5-one C(C=C)(=O)N1C2COCC1CN(C2)C2=NC(N1C3=C(C(=C(C=C23)C(F)(F)F)C2=CC=C(C=C2)F)SC[C@@H]1COC)=O